1,1-Diisopropoxyethane C(C)(C)OC(C)OC(C)C